ethyl 2-[4-({[(4-chlorophenyl)methoxy]carbonyl}amino)phenyl]acetate ClC1=CC=C(C=C1)COC(=O)NC1=CC=C(C=C1)CC(=O)OCC